3-(piperidin-4-yloxy)propan N1CCC(CC1)OCCC